7-[[(3R)-3-aminopyrrolidin-1-yl]methyl]-8-bromo-3-[(5-chloro-2-ethylsulfonylphenyl)methyl]-6-(trifluoromethoxy)-1H-quinazoline-2,4-dione N[C@H]1CN(CC1)CC1=C(C=C2C(N(C(NC2=C1Br)=O)CC1=C(C=CC(=C1)Cl)S(=O)(=O)CC)=O)OC(F)(F)F